5-chloro-4-methoxy-N-[(5-phenyl-1,3,4-thiadiazol-2-yl)methyl]thiophene-3-carboxamide ClC1=C(C(=CS1)C(=O)NCC=1SC(=NN1)C1=CC=CC=C1)OC